N2-(6-(4-(trifluoromethyl)piperidin-1-yl)pyridin-3-yl)spiro[3.3]heptane-2,6-diamine FC(C1CCN(CC1)C1=CC=C(C=N1)NC1CC2(C1)CC(C2)N)(F)F